C(C)O[Si](CCCSCCC[Si](OCC)(OCC)OCC)(OCC)OCC bis(γ-triethoxysilylpropyl) sulfide